Benzyl (3R)-4,4,4-trifluoro-3-[(triethylsilyl)oxy]butanoate FC([C@@H](CC(=O)OCC1=CC=CC=C1)O[Si](CC)(CC)CC)(F)F